(1E)-2-(dimethylamino)ethylene CN(C=C)C